4-[2-amino-5-(p-tolyl)-3-pyridyl]-2-methoxy-phenol NC1=NC=C(C=C1C1=CC(=C(C=C1)O)OC)C1=CC=C(C=C1)C